C(C1=CC=CC=C1)OC(=O)NC(C)(C)C1=CC(=[N+](C=C1)[O-])C1(CCCC1)C 4-(2-(((benzyloxy)carbonyl)amino)propan-2-yl)-2-(1-methylcyclopentyl)pyridine 1-oxide